tert-butyl 4-[4-(4-{[4-({bis[(tert-butoxy)carbonyl] amino}methyl)-3-methylphenyl] carbamoyl}benzamido)phenyl]-1,2,3,6-tetrahydropyridine-1-carboxylate C(C)(C)(C)OC(=O)N(C(=O)OC(C)(C)C)CC1=C(C=C(C=C1)NC(=O)C1=CC=C(C(=O)NC2=CC=C(C=C2)C=2CCN(CC2)C(=O)OC(C)(C)C)C=C1)C